FC=1C=C(C=C(C1OC(C)C)F)NC(=O)C1=CC=CC=2N([C@H](COC21)CO)C2=NC=C(C=C2)C (3S)-N-(3,5-difluoro-4-propan-2-yloxyphenyl)-3-(hydroxymethyl)-4-(5-methylpyridin-2-yl)-2,3-dihydro-1,4-benzoxazine-8-carboxamide